2-(2-chlorophenyl)-N-(2-(2-methoxybenzyl)-4-sulfamoyl-2H-indazol-6-yl)acetamide ClC1=C(C=CC=C1)CC(=O)NC=1C=C(C2=CN(N=C2C1)CC1=C(C=CC=C1)OC)S(N)(=O)=O